5-norbornenediene C12=CC=C(C=C1)C2